tert-butyl 4-(5-((2,6-dioxopiperidin-3-yl)amino)pyridin-2-yl)piperidine-1-carboxylate tert-butyl-4-(5-aminopyridin-2-yl)piperidine-1-carboxylate C(C)(C)(C)OC(=O)N1CCC(CC1)C1=NC=C(C=C1)N.O=C1NC(CCC1NC=1C=CC(=NC1)C1CCN(CC1)C(=O)OC(C)(C)C)=O